2-methyl-5-bromopyrimidin-4-ol CC1=NC=C(C(=N1)O)Br